ammonium dibutylsuberate C(CCC)OC(CCCCCCC(=O)OCCCC)=O.[NH4+]